P(OF)(OF)([O-])=O.[Li+] lithium difluoro (phosphorate)